C(C(C)C)C1=NC=CC=C1 2-Isobutyl-Pyridine